C(=C)NC(OC)=O methyl vinylcarbamate